2-(5-((2,4-dimethoxybenzyl)amino)-9-fluoro-7-methoxy-[1,2,4]triazolo[1,5-c]quinazolin-2-yl)ethanol COC1=C(CNC2=NC=3C(=CC(=CC3C=3N2N=C(N3)CCO)F)OC)C=CC(=C1)OC